Tert-Butylphenyl-glycidylether C(C)(C)(C)C(C1CO1)(C1=CC=CC=C1)OC(C1CO1)(C(C)(C)C)C1=CC=CC=C1